di-n-propyl peroxy dicarbonate C(OCCC)(OOOOC(OCCC)=O)=O